C(C=C)N1N=NC2=C1C=CC(=C2)C2=NOC(=N2)C2=C(C=CC=C2)Br 3-(1-allyl-1H-benzo[d][1,2,3]triazol-5-yl)-5-(2-bromo-phenyl)-1,2,4-oxadiazole